4-(1-(2-Chloro-4-((((1S,3R)-3-hydroxycyclopentyl)amino)methyl)phenyl)-1H-pyrazol-4-yl)-2-((1-(methylsulfonyl)piperidin-4-yl)amino)pyrimidine-5-carbonitrile ClC1=C(C=CC(=C1)CN[C@@H]1C[C@@H](CC1)O)N1N=CC(=C1)C1=NC(=NC=C1C#N)NC1CCN(CC1)S(=O)(=O)C